(1-methyl-1H-pyrazol-3-yl)methyl ((1R,3S)-3-((5-chloro-4-(7-fluoro-3-isopropyl-2-methyl-2H-indazol-5-yl)pyridin-2-yl)carbamoyl)cyclohexyl)carbamate ClC=1C(=CC(=NC1)NC(=O)[C@@H]1C[C@@H](CCC1)NC(OCC1=NN(C=C1)C)=O)C1=CC2=C(N(N=C2C(=C1)F)C)C(C)C